2-chloro-N-(3-chlorophenyl)-N-[(4-fluorophenyl)methyl]acetamide ClCC(=O)N(CC1=CC=C(C=C1)F)C1=CC(=CC=C1)Cl